chlorine hydrate aluminum [Al].O.[Cl]